C[C@H](CC/C=C(\\C)/C(=O)SCCNC(=O)CCNC(=O)[C@@H](C(C)(C)COP(=O)([O-])OP(=O)([O-])OC[C@@H]1[C@H]([C@H]([C@@H](O1)N2C=NC3=C(N=CN=C32)N)O)OP(=O)([O-])[O-])O)[C@H]4CC[C@@H]5[C@@]4([C@H](C[C@H]6[C@H]5[C@@H](C[C@H]7[C@@]6(CC[C@H](C7)O)C)O)O)C The molecule is tetraanion of (24E)-3alpha,7alpha,12alpha-trihydroxy-5beta-cholest-24-en-26-oyl-CoA arising from deprotonation of the phosphate and diphosphate OH groups. It is a conjugate base of a (24E)-3alpha,7alpha,12alpha-trihydroxy-5beta-cholest-24-en-26-oyl-CoA.